N-(3-trimethoxysilylpropyl)-2-hydroxypropylcarbamate CO[Si](CCCN(C([O-])=O)CC(C)O)(OC)OC